CN(CC(C(CC)(O)C1=CC(=CC=C1)OC)C)C 1-(dimethylamino)-3-(3-methoxyphenyl)-2-methylpentan-3-ol